C(C)SC1=NN2C(N=CC=C2C2=CC=C(C=C2)OC(F)(F)F)=C1C1=NC2=C(C=NC(=C2)C(F)(F)F)N1C 2-(2-(ethylthio)-7-(4-(trifluoromethoxy)phenyl)pyrazolo[1,5-a]pyrimidin-3-yl)-3-methyl-6-(trifluoromethyl)-3H-imidazo[4,5-c]pyridine